ClC=1C=NN(C(C1Cl)=O)CC(=O)NC1=CC(=C(C=C1)C)S(=O)(=O)N1CC(N(CC1)C)=O 2-(4,5-Dichloro-6-oxopyridazin-1(6H)-yl)-N-(4-methyl-3-((4-methyl-3-oxopiperazin-1-yl)sulfonyl)phenyl)acetamide